benzyl (2S)-2-((2-(2,6-dioxopiperidin-3-yl)-1,3-dioxoisoindolin-4-yl)oxy)propanoate O=C1NC(CCC1N1C(C2=CC=CC(=C2C1=O)O[C@H](C(=O)OCC1=CC=CC=C1)C)=O)=O